CN(CCC[Si](OC)(OC)OC)CCC[Si](OC)(OC)OC N-methyl-3-(trimethoxysilyl)-N-(3-(trimethoxysilyl)propyl)propane-1-amine